5-(3-aminopropyl)-4-methylthiazol-2-amine NCCCC1=C(N=C(S1)N)C